C(CCC)CC(=O)O.C(C)(=O)OCCCC butyl Acetate (Butyl Acetate)